3-[2-(dimethylamino)ethyl]-1-[3-(2-methoxyphenyl)-1H-pyrrolo[2,3-b]pyridin-6-yl]urea CN(CCNC(NC1=CC=C2C(=N1)NC=C2C2=C(C=CC=C2)OC)=O)C